CC=1N=C2N(C(C1)=O)C=C(N=C2)[C@@H]2C[C@@H](OCC2)C=2C=NN(C2)C 2-methyl-7-((2R,4S)-2-(1-methyl-1H-pyrazol-4-yl)tetrahydro-2H-pyran-4-yl)-4H-pyrazino[1,2-a]pyrimidin-4-one